2-(2,2-dimethoxyethylthio)-6-(4-cyanophenyl)quinoline COC(CSC1=NC2=CC=C(C=C2C=C1)C1=CC=C(C=C1)C#N)OC